FC(C(=O)N(C)C=1C=CC(=NC1)N1N=C(C(=C1)C1=CN=C(N1)C(=O)N)C(F)(F)F)(F)F 5-(1-(5-(2,2,2-trifluoro-N-methylacetamido)pyridin-2-yl)-3-(trifluoromethyl)-pyrazol-4-yl)-imidazole-2-carboxamide